2-amino-6-borono-2-(3-(4-tosylpiperazin-1-yl)propyl)hexanoic acid NC(C(=O)O)(CCCCB(O)O)CCCN1CCN(CC1)S(=O)(=O)C1=CC=C(C)C=C1